(R)-3-(1-acetyl-4-methoxypiperidin-4-yl)-5-((1-(3-(difluoromethyl)-2-fluorophenyl)ethyl)amino)-8-ethynyl-1,7-dimethyl-1,6-naphthyridin-2(1H)-one C(C)(=O)N1CCC(CC1)(OC)C=1C(N(C2=C(C(=NC(=C2C1)N[C@H](C)C1=C(C(=CC=C1)C(F)F)F)C)C#C)C)=O